C(C)(=O)C=1C(NC(C1O)CC1CCCCC1)=O 3-acetyl-4-hydroxy-5-(cyclohexylmethyl)-2,5-dihydropyrrol-2-one